C12C3=CC=CC=C3C(CCC1)N2C(C(C)=O)C 3-{12-Azatricyclo[6.3.1.02,7]dodeca-2,4,6-trien-12-yl}butan-2-one